5-(trifluoromethyl)-3H-imidazole-4-carbaldehyde FC(C1=C(NC=N1)C=O)(F)F